C(CCC)OC(C(C)O)C methyl-propylene glycol butyl ether